2-(4-chlorophenyl)-1,3-benzothiazole ClC1=CC=C(C=C1)C=1SC2=C(N1)C=CC=C2